FC=1C(=CC(N(C1)C)=O)CCC=O 3-(5-fluoro-1-methyl-2-oxo-4-pyridyl)propanal